BrC=1C(=CC(=C(C1)C(C)=O)O)O 1-(5-bromo-2,4-dihydroxyphenyl)ethanone